6,7-Dichloro-1-(o-tolyl)pyrido[2,3-d]pyrimidine-2,4(1H,3H)-dione ClC1=CC2=C(N(C(NC2=O)=O)C2=C(C=CC=C2)C)N=C1Cl